C(C1=CC=CC=C1)OC1=C2C(=NC(=C1)C1=C(C=C(C(=C1)Cl)C(C)(C)C)C)CCC[S@]2(=N)=O |o1:29| rel-(S)-8-benzyloxy-6-(4-tert-butyl-5-chloro-2-methyl-phenyl)-1-imino-3,4-dihydro-2H-thiopyrano[3,2-b]pyridine 1-oxide